tert-butyl-(1-(4-((S)-1-aminoethyl) phenyl)-2-cyclopropylethyl) piperazine-1-carboxylate N1(CCNCC1)C(=O)OC(C(C1CC1)C(C)(C)C)C1=CC=C(C=C1)[C@H](C)N